2-ethyl-6-methyl-N-(4-nitrophenethyl)thieno[2,3-d]pyrimidin-4-amine C(C)C=1N=C(C2=C(N1)SC(=C2)C)NCCC2=CC=C(C=C2)[N+](=O)[O-]